(1-methoxypropan-2-yl)hydrazine hydrochloride Cl.COCC(C)NN